hexanosultone C1CCCCCOS1(=O)=O